5-{1-fluoro-3-hydroxy-7-[2-(3-hydroxy-3-methylazetidin-1-yl)ethoxy]naphthalen-2-yl}-1λ6,2,5-thiadiazolidine-1,1,3-trione FC1=C(C(=CC2=CC=C(C=C12)OCCN1CC(C1)(C)O)O)N1CC(NS1(=O)=O)=O